1-(1-(5-(6-isopropyl-2-methoxypyridin-3-yl)imidazo[2,1-b][1,3,4]thiadiazol-2-yl)piperidin-4-yl)azetidin-3-ol C(C)(C)C1=CC=C(C(=N1)OC)C1=CN=C2SC(=NN21)N2CCC(CC2)N2CC(C2)O